oxooctanedioic acid O=C(C(=O)O)CCCCCC(=O)O